Cl[Si](N([Si](Cl)(Cl)Cl)CCCC)(Cl)Cl 1,1,1,3,3,3-hexachloro-2-n-butyldisilazane